(R)-2-((5-(2-(6-((1,3-Dimethoxypropan-2-yl)amino)-2-methylhexan-3-yl)-2,6-diazaspiro[3.4]oct-6-yl)-1,2,4-triazin-6-yl)oxy)-N-ethyl-5-fluoro-N-isopropylbenzamide fumarate C(\C=C\C(=O)O)(=O)O.COCC(COC)NCCC[C@H](C(C)C)N1CC2(C1)CN(CC2)C=2N=CN=NC2OC2=C(C(=O)N(C(C)C)CC)C=C(C=C2)F